tert-butyl (3S)-3-(2-((7-(3-chloro-2-cyclopropyl-5-(methoxymethyl) phenyl)-8-fluoro-2-(methylthio)-4-oxo-4,4a-dihydropyrido[4,3-d]pyrimidin-5-yl)oxy)ethyl)piperazine-1-Carboxylate ClC=1C(=C(C=C(C1)COC)C1=C(C2=NC(=NC(C2C(=N1)OCC[C@H]1CN(CCN1)C(=O)OC(C)(C)C)=O)SC)F)C1CC1